1,3-Diiodobenzene IC1=CC(=CC=C1)I